4-((2-(((1R,2R)-2-hydroxycyclohexyl)amino)benzo[d]thiazol-6-yl)oxy)-N-methylpyridinamide O[C@H]1[C@@H](CCCC1)NC=1SC2=C(N1)C=CC(=C2)OC2=CC(=NC=C2)C(=O)NC